O(Cl)Cl.[Ti] Titanium Oxychloride